BrC1=C(C=C(C=C1F)S(=O)(=O)N1C[C@H](CC1)F)F (3S)-1-(4-bromo-3,5-difluorobenzene-1-sulfonyl)-3-fluoropyrrolidine